[Au]Cl.C1(=CC=CC=C1)P(C1=CC=CC=C1)C1=CC=CC=C1 (triphenylphosphine) gold (I) chloride